8-[(1R)-1-[(6-Chloro-2-methyl-3-pyridyl)amino]ethyl]-3,6-dimethyl-2-(2-methylindazol-5-yl)chromen-4-one ClC1=CC=C(C(=N1)C)N[C@H](C)C=1C=C(C=C2C(C(=C(OC12)C1=CC2=CN(N=C2C=C1)C)C)=O)C